(R)-5-(dimethylamino)pentane-1,2-diyl dioleate C(CCCCCCC\C=C/CCCCCCCC)(=O)OC[C@@H](CCCN(C)C)OC(CCCCCCC\C=C/CCCCCCCC)=O